FC(C(C(=O)N1OCC[C@H]1C1=CC=C(C=C1)/C(=N/O)/N)(C)C)F (Z)-4-[(3S)-2-(3,3-difluoro-2,2-dimethylpropanoyl)-1,2-oxazolidin-3-yl]-N'-hydroxybenzene-1-carboxamidine